Trans-2,2-dimethyl-N-(4-(6-methylpyridin-3-yl)pyrrolidin-3-yl)-3-((3-(trifluoromethyl)pyridin-2-yl)oxy)propionamide CC(C(=O)N[C@@H]1CNC[C@H]1C=1C=NC(=CC1)C)(COC1=NC=CC=C1C(F)(F)F)C